ethyl 2-(2'-chloro-5'-methoxy-6-methyl-[4,4'-bipyridine]-3-carboxamido)-4,5,6,7-tetrahydrobenzo[d]thiazole-6-carboxylate ClC1=NC=C(C(=C1)C1=C(C=NC(=C1)C)C(=O)NC=1SC2=C(N1)CCC(C2)C(=O)OCC)OC